FC(C1=C(CCC2CNCCC2)C=CC=C1)(F)F 3-(2-(trifluoromethyl)phenethyl)piperidine